BrC1=C(C(=NN1C(=O)OC(C)(C)C)C(=O)OCC)[N+](=O)[O-] 1-(tert-butyl) 3-ethyl 5-bromo-4-nitro-1H-pyrazole-1,3-dicarboxylate